FC(CN1C[C@@H](N(CC1)CC1=C2C=CNC2=C(C=C1OC)C)C1=C2CCCNC2=C(C=C1)C(=O)O)F (S)-5-(4-(2,2-Difluoroethyl)-1-((5-methoxy-7-methyl-1H-indol-4-yl)methyl)piperazin-2-yl)-1,2,3,4-tetrahydroquinoline-8-carboxylic acid